N-[2-(2-aminoethoxy)ethyl]-5-(1-phenyl-1H-pyrazol-4-yl)furan-2-carboxamide NCCOCCNC(=O)C=1OC(=CC1)C=1C=NN(C1)C1=CC=CC=C1